COC(C(=O)C1=CC2=CC=CC=C2C=C1)=O.C(CCCCCCCCCCCCCCC)[SiH](OCCOCC)OCCOCC n-hexadecyl-bis-(2-ethoxyethoxy)silane methyl-2-(naphthalen-2-yl)-2-oxoacetate